P(=O)(O)(O)O[C@H]1C[C@@](O[C@@H]1CO)(N1C(=O)NC(=O)C(C)=C1)C1[C@H](O)[C@H](O)[C@H](O1)CO phosphoribosyl-thymidine